tert-butyl-3-(1-((7-fluoro-[1,2,4]triazolo[1,5-a]pyridin-6-yl)carbamoyl)-2,3-dihydro-1H-pyrrolo[2,3-b]pyridin-4-yl)-3,8-diazabicyclo[3.2.1]octane C(C)(C)(C)C12CN(CC(CC1)N2)C2=C1C(=NC=C2)N(CC1)C(NC=1C(=CC=2N(C1)N=CN2)F)=O